COC([C@@H](NC(=O)OC(C)(C)C)CC1=CNC2=CC=CC=C12)=O N-Boc-L-tryptophan methyl ester